C1(CC1)N1C(N(C=2C1=NC=C(C2)[N+](=O)[O-])C)=O 3-cyclopropyl-1-methyl-6-nitro-1H-imidazo[4,5-b]pyridin-2(3H)-one